n-eicosyl n-docosylhexacosyl ether C(CCCCCCCCCCCCCCCCCCCCC)C(CCCCCCCCCCCCCCCCCCCCCCCCC)OCCCCCCCCCCCCCCCCCCCC